C(C1=CC=CC=C1)OC(=O)N1C2C(C2CC=CC1)F benzyl-8-fluoro-2-azabicyclo[5.1.0]oct-4-ene-2-carboxylate